2-(3-fluoropyridin-4-yl)[1,2,4]triazolo[1,5-c]quinazolin FC=1C=NC=CC1C1=NN2C=NC=3C=CC=CC3C2=N1